N1(CCNCC1)C1=CC=C2C=CNC2=C1 6-(piperazin-1-yl)-1H-indole